(2E)-3-(4-bromophenylsulfonyl)prop-2-en-1-amine hydrochloride Cl.BrC1=CC=C(C=C1)S(=O)(=O)/C=C/CN